NC=1NC(C=2NC=NC2N1)=O 2-Amino-1,7-dihydro-6H-purin-6-one